C(C)(C)(C)OC(=O)N1CC(CCC1C)C(=O)O 1-(tert-butoxycarbonyl)-6-methylpiperidine-3-carboxylic acid